1,3,5-Tri(2-methoxy-4-aminophenyl)benzen COC1=C(C=CC(=C1)N)C1=CC(=CC(=C1)C1=C(C=C(C=C1)N)OC)C1=C(C=C(C=C1)N)OC